4-methyl-3-((1s,3s)-3-methyl-1-(3-(4,4,5,5-tetramethyl-1,3,2-dioxaborolan-2-yl)phenyl)cyclobutyl)-4H-1,2,4-triazole CN1C(=NN=C1)C1(CC(C1)C)C1=CC(=CC=C1)B1OC(C(O1)(C)C)(C)C